N(=[N+]=[N-])C1CN(CC2=CC(=CC=C12)Cl)CC1=CC=CC=C1 4-azido-2-Benzyl-7-chloro-1,2,3,4-tetrahydroisoquinoline